NC1=CC(C(NC1=NC=1C(=NN2C1C=CC(=C2C)C)NCCCN(C)C)=NC=2C(=NN1C2C=CC(=C1C)C)NCCCN(C)C)=N N3,N3'-(5-amino-3-iminopyridine-2,6(1H,3H)-diylidene)bis{N2-[3-(dimethylamino)propyl]-6,7-dimethylpyrazolo[1,5-a]pyridine-2,3-diamine}